lithium Lithium fluorophosphate P(=O)([O-])([O-])F.[Li+].[Li+]